3-{3-bromo-5-[(tert-butoxycarbonyl)(methyl)amino]-4-cyanopyrazol-1-yl}azetidine-1-carboxylic acid tert-butyl ester C(C)(C)(C)OC(=O)N1CC(C1)N1N=C(C(=C1N(C)C(=O)OC(C)(C)C)C#N)Br